N-Hydroxy-tryptamine ONCCC1=CNC2=CC=CC=C12